8-(3-(1H-imidazol-1-yl)phenyl)-2-((4-(4-(2-((3R,5R,7R)-adamantan-1-yl)acetyl)piperazin-1-yl)-2-methoxyphenyl)amino)-5-methylpyridino[2,3-d]pyrimidin N1(C=NC=C1)C=1C=C(C=CC1)N1CC=C(C2=C1N=C(N=C2)NC2=C(C=C(C=C2)N2CCN(CC2)C(CC21CC3CC(CC(C2)C3)C1)=O)OC)C